2-(4-((7-Ethyl-6-oxo-5,6-dihydro-1,5-naphthyridin-3-yl)methyl)piperazin-1-yl)thiazole-4-carbonitrile C(C)C=1C(NC=2C=C(C=NC2C1)CN1CCN(CC1)C=1SC=C(N1)C#N)=O